ClC1OCOC1Cl 4,5-Dichloro-1,3-dioxolan